FC1(CCN(CC1)C1=NC=CC(=N1)C=1OC(=NN1)C1=C(C=C(C=C1)I)N1CCC2(CC2)CC1)F 2-(2-(4,4-difluoropiperidin-1-yl)pyrimidin-4-yl)-5-(4-iodo-2-(6-azaspiro[2.5]oct-6-yl)phenyl)-1,3,4-oxadiazole